NCCCCCCC(=O)OCC ethyl 7-aminoheptanoate